C(=CC)C(C(=O)O)CC(=O)O propenyl-succinic acid